CN(CCOC=1C=CC(=C(C(=O)N[C@H](C)C2=CC(=CC(=C2)C=2N=NN(N2)C)C2=NN(C=C2)CC)C1)C)C (R)-5-(2-(dimethylamino)ethoxy)-N-(1-(3-(1-ethyl-1H-pyrazol-3-yl)-5-(2-methyl-2H-tetrazol-5-yl)phenyl)ethyl)-2-methylbenzamide